C(C)NC(C(CC[C@@H](C(=O)NC=1C(N(C=CC1)CC(=O)N(C)C12CC3CC(CC(C1)C3)C2)=O)NC(=O)C2=CN=CN2C)=O)=O (S)-N-1-ethyl-N6-(1-(2-(1-adamantyl(methyl)amino)-2-oxoethyl)-2-oxo-1,2-dihydropyridin-3-yl)-5-(1-methyl-1H-imidazole-5-carboxamido)-2-oxohexanediamide